COC(=O)[C@H]1N(CC2(OCCO2)C1)C(CC1=CC=C(C=C1)Br)=O.CC(CC)NC[Si](OC)(OC)OC N-butan-2-ylaminomethyl-trimethoxysilane methyl-(8S)-7-[2-(4-bromophenyl)acetyl]-1,4-dioxa-7-azaspiro[4.4]nonane-8-carboxylate